CN(CCCNC(=O)O[C@@H]1CC2=CC[C@H]3[C@@H]4CC[C@H]([C@@H](CCCC(C)C)C)[C@]4(CC[C@@H]3[C@]2(CC1)C)C)C cholesterol (3-[[3-(dimethylamino)propyl]carbamate])